N1(CCCC1)C(CC)=O 1-(pyrrolidin-1-yl)propan-1-one